(S)-2-(2-methylpyridin-4-yl)-N-(2-morpholino-5-(pyrrolidin-3-ylamino)oxazolo[4,5-b]Pyridin-6-yl)oxazole-4-carboxamide CC1=NC=CC(=C1)C=1OC=C(N1)C(=O)NC=1C=C2C(=NC1N[C@@H]1CNCC1)N=C(O2)N2CCOCC2